2-(2-(dimethylamino)-4-methylphenyl)acetamide CN(C1=C(C=CC(=C1)C)CC(=O)N)C